ClC1=C(C=CC=C1SC1=NC=C(N=C1)Cl)S(=O)(=O)N 2-chloro-3-((5-chloropyrazin-2-yl)thio)benzenesulfonamide